N-(5-((3-cyano-6-(4-(4-(oxetan-3-yl)piperazin-1-yl)phenyl)pyrazolo[1,5-a]pyridin-4-yl)oxy)pyridin-2-yl)acrylamide C(#N)C=1C=NN2C1C(=CC(=C2)C2=CC=C(C=C2)N2CCN(CC2)C2COC2)OC=2C=CC(=NC2)NC(C=C)=O